O-(3,4-dihydro-4-oxo-5-azabenzo-1,2,3-triazin-3-yl)-1,1,3,3-tetramethyluronium tetrafluoroborate F[B-](F)(F)F.O=C1N(N=NC2=C1N=CC=C2)OC(=[N+](C)C)N(C)C